2-isopropyl-4,5-di(p-tolyl)imidazole C(C)(C)C=1NC(=C(N1)C1=CC=C(C=C1)C)C1=CC=C(C=C1)C